C(#N)C1=C(C=CC=C1)C1=CC=C(C=C1)O[C@H]1[C@H](COC1)NS(=O)(=O)C(C)C Propane-2-sulfonic acid [(3S,4S)-4-(2'-cyano-biphenyl-4-yloxy)-tetrahydro-furan-3-yl]-amide